4-(4-hydroxyphenyl)benzoic acid OC1=CC=C(C=C1)C1=CC=C(C(=O)O)C=C1